3-[5,7-difluoro-2-[4-(trifluoromethoxy)phenyl]-1H-indol-3-yl]cyclobutan FC=1C=C2C(=C(NC2=C(C1)F)C1=CC=C(C=C1)OC(F)(F)F)C1CCC1